7-(3-bromopropyloxy)quinolin-2(1H)-one BrCCCOC1=CC=C2C=CC(NC2=C1)=O